ethyl 1-[(1,3-dioxolan-2-yl)methyl]-1H-pyrazole-3-carboxylate O1C(OCC1)CN1N=C(C=C1)C(=O)OCC